C(C)(C)(C)OC(CC(O)C1C2C=CC(C1)C2)=O 3-bicyclo[2.2.1]hept-5-ene-2-yl-3-hydroxy-propionic acid tert-butyl ester